C(#N)C1=CC=C(C=C1)C=1C(=NN(C1O)C1=CC=C(C=N1)NC(CC)=O)C N-(6-(4-(4-cyanophenyl)-5-hydroxy-3-methyl-1H-pyrazol-1-yl)pyridin-3-yl)propionamide